hydroxy-4-((7-methyl-1,1-dioxo-3-oxo-3,4-dihydro-2H-benzo[e][1,2,4]thiadiazin-2-yl)methyl)benzamide OC1=C(C(=O)N)C=CC(=C1)CN1S(C2=C(NC1=O)C=CC(=C2)C)(=O)=O